1-(9Z-hexadecenoyl)-2-heneicosanoyl-glycero-3-phosphocholine CCCCCCCCCCCCCCCCCCCCC(=O)O[C@H](COC(=O)CCCCCCC/C=C\CCCCCC)COP(=O)([O-])OCC[N+](C)(C)C